O1COC2=C1C=CC(=C2)S(=O)(=O)NC2=CC=C(C=C2)C2=C1C(=NC(=C2)NC(=O)C2CC2)NC=C1 N-(4-(4-(benzo[d][1,3]dioxol-5-sulfonylamino)phenyl)-1H-pyrrolo[2,3-b]pyridin-6-yl)cyclopropylcarboxamide